N-[6-(Hydroxymethyl)-2-(3-methoxypropyl)-2H-indazol-5-yl]-6-(trifluoromethyl)pyridine-2-carboxamide OCC=1C(=CC2=CN(N=C2C1)CCCOC)NC(=O)C1=NC(=CC=C1)C(F)(F)F